C1OCC12CC(C2)N2C1CN(CC2CC1)C=1C=2N(N=CC1)C=C(C2)C=2C=NN(C2)C 4-(8-(2-oxaspiro[3.3]heptan-6-yl)-3,8-diazabicyclo[3.2.1]octan-3-yl)-6-(1-methyl-1H-pyrazol-4-yl)pyrrolo[1,2-b]pyridazine